2-(2-amino-5-nitrophenoxy)ethan-1-ol Diethyl-(2-methyl-2-(4-(trifluoromethyl)phenyl)propanoyl)-L-valyl-D-glutamate C(C)[C@](N(C(C(C)(C1=CC=C(C=C1)C(F)(F)F)C)=O)CC)(C(C)C)C(=O)N[C@H](CCC(=O)O)C(=O)O.NC1=C(OCCO)C=C(C=C1)[N+](=O)[O-]